C(=O)(OC(C)(C)C)NCCN N-(Boc)-ethylenediamine